FC1CN(CCC1)C1=NC(=CC(=N1)C1=NN=C(O1)C1=C(C=C(C=C1)NS(=O)(=O)CCO)N1CCC2(CC2)CC1)C N-(4-(5-(2-(3-fluoropiperidin-1-yl)-6-methylpyrimidin-4-yl)-1,3,4-oxadiazol-2-yl)-3-(6-azaspiro[2.5]oct-6-yl)phenyl)-2-hydroxyethane-1-sulphonamide